4-Cyclopropyl-N-((S)-(7-(((3R*,5S)-5-cyclopropyl-2-oxopyrrolidin-3-yl)methyl)imidazo[1,2-b]pyridazin-2-yl)(4,4-difluorocyclohexyl)methyl)-1,2,5-oxadiazole-3-carboxamide C1(CC1)C=1C(=NON1)C(=O)N[C@@H](C1CCC(CC1)(F)F)C=1N=C2N(N=CC(=C2)C[C@H]2C(N[C@@H](C2)C2CC2)=O)C1 |o1:29|